C[C@@H]1N(CCC(C1)=O)C(=O)OC(C)(C)C (S)-tert-butyl 2-methyl-4-oxopiperidine-1-carboxylate